N-(4-(4-amino-5-(4-(2-cyanopyrrolidine-1-carbonyl)phenyl)-7-methyl-7H-pyrrolo[2,3-d]pyrimidin-6-yl)phenyl)methacrylamide NC=1C2=C(N=CN1)N(C(=C2C2=CC=C(C=C2)C(=O)N2C(CCC2)C#N)C2=CC=C(C=C2)NC(C(=C)C)=O)C